((2R,3R,5R)-3-Acetoxy-5-(4-((4-(3-chlorophenyl)-2-oxido-1,3,2-dioxaphosphinan-2-yl)amino)-2-oxopyrimidin-1(2H)-yl)-4,4-difluorotetrahydrofuran-2-yl)methylacetat C(C)(=O)O[C@@H]1[C@H](O[C@H](C1(F)F)N1C(N=C(C=C1)NP1(OCCC(O1)C1=CC(=CC=C1)Cl)=O)=O)COC(C)=O